S1C(=NC2=C1C=CC=C2)C(C#N)C2=NC(=NC=C2)OCC2=CC=C(C=C2)CN2CCOCC2 (1,3-benzothiazol-2-yl)[2-[[4-[(morpholin-4-yl)methyl]benzyl]oxy]pyrimidin-4-yl]acetonitrile